N1=CN=C(C2=C1NC=C2)C=2C=C(C=CC2)NC(OC(C)(C)C)=O tert-butyl (3-(7H-pyrrolo[2,3-d]pyrimidin-4-yl)phenyl)carbamate